3-(4-fluorophenyl)-N-(methyl-d3)-3-(((2-(trifluoromethyl)imidazo[1,2-a]pyridin-5-yl)amino)methyl)azetidine-1-carboxamide FC1=CC=C(C=C1)C1(CN(C1)C(=O)NC([2H])([2H])[2H])CNC1=CC=CC=2N1C=C(N2)C(F)(F)F